(2S,3R)-3-((2-methylamino-6-methylpyridin-4-yl)methyl)-N2-(1-methyl-1H-pyrazol-5-yl)-N1-((R)-1-cyclohexylpropyl)-N2-methyl-4-oxoazetidine-1,2-dicarboxamide CNC1=NC(=CC(=C1)C[C@@H]1[C@H](N(C1=O)C(=O)N[C@H](CC)C1CCCCC1)C(=O)N(C)C1=CC=NN1C)C